C(CCC)(=O)N[C@@H](CC1=CNC2=CC=CC=C12)C(=O)O N-butyryl-tryptophan